n-Pentyln-hexyldithiocarbamat C(CCCC)SC(NCCCCCC)=S